FC1=CC(=C(C=C1)N1CN(C(C2=CC=C(C=C12)C#N)=O)C=1C(=NC(=CC1)OC)C)C(C)C 1-(4-fluoro-2-isopropylphenyl)-3-(6-methoxy-2-methylpyridin-3-yl)-4-oxo-1,2,3,4-tetra-hydroquinazoline-7-carbonitrile